COC(=O)C1=CC=C(C=C1)CN1[C@@H]2CN([C@H](C1)C2)C(=O)OC(C)(C)C 1,1-dimethylethyl (1S,4S)-5-[[4-(methoxycarbonyl)phenyl]methyl]-2,5-diazabicyclo[2.2.1]heptane-2-carboxylate